FC1(CC(C1)N1C(=NC2=NC=C(C=C21)C=2C=CN1N=C(N=CC12)NCC(C)C)C)F 5-(1-(3,3-difluorocyclobutyl)-2-methyl-1H-imidazo[4,5-b]pyridin-6-yl)-N-isobutylpyrrolo[2,1-f][1,2,4]triazin-2-amine